O=C1NC2=CC=C(C=C2C1)CNC(=O)N 1-((2-Oxoindolin-5-yl)methyl)urea